BrC1=C(C=C(OCCC[C@H]2C[C@@H](N(CC2)CC(=O)OCC)C)C=C1)C ethyl 2-((2S,4R)-4-(3-(4-bromo-3-methylphenoxy)propyl)-2-methylpiperidin-1-yl)acetate